C(C1=CC=CC=C1)ON1[C@@H]2CC[C@H](N(C1=O)C2)C(NS(=O)(=O)C2CC2)=N (2S,5R)-6-(benzyloxy)-N-(cyclopropylsulfonyl)-7-oxo-1,6-diazabicyclo[3.2.1]octane-2-carboximidamide